2-methyl-5-fluoro-6-bromopyridine CC1=NC(=C(C=C1)F)Br